O[C@@H]1C[C@H](N(C1)C(C(C)N1CCC2=CC=CC=C12)=O)C(=O)NCC1=CC=C(C=C1)C1=C(N=CS1)C (2S,4R)-4-hydroxy-1-(2-(indolin-1-yl)propanoyl)-N-(4-(4-methylthiazol-5-yl)benzyl)pyrrolidine-2-carboxamide